FC=1C(=C(C=CC1F)C(=O)N1CC(C1)(O)CNOCC)NC1=C(C=C(C=C1)I)F 1-({3,4-difluoro-2-[(2-fluoro-4-iodophenyl)amino]Phenyl}carbonyl)-3-{[(ethyloxy)amino]Methyl}azetidin-3-ol